FC(CC(CO)O)(C(C(F)(F)F)(F)F)F 2,2,3,3,4,4,4-heptafluorobutyl-ethylene glycol